C(C)(=O)[C@H]1N(CC(C1)(F)F)C(=O)OC(C)(C)C tert-butyl (S)-2-acetyl-4,4-difluoropyrrolidine-1-carboxylate